ClC1=CC(=C(OCC=2C=NC=C(C#N)C2)C=C1OCC=1C(=C(C=CC1)C1=C(C(=CC=C1)C1=CC=C(C=C1)C=O)CF)C)C=O 5-((4-chloro-5-((2'-(fluoromethyl)-4''-formyl-2-methyl-[1,1':3',1''-terphenyl]-3-yl)methoxy)-2-formylphenoxy)methyl)nicotinonitrile